BrC1=NN(C(N1CC(=O)OCC)=O)C(C)C1=CC=C(C=C1)Cl ethyl 2-[3-bromo-1-[1-(4-chlorophenyl)ethyl]-5-oxo-4,5-dihydro-1H-1,2,4-triazol-4-yl]acetate